BrC=1C=CC=C2C=NC(=NC12)NC=1C=CC(=C(C1)NC(C)=O)OC N-(5-((8-bromoquinazolin-2-yl)amino)-2-methoxyphenyl)acetamide